3,5-diethyl-pyridine C(C)C=1C=NC=C(C1)CC